(2-(tetrahydro-2H-thiopyran-4-yl)thiazol-4-yl)methanol S1CCC(CC1)C=1SC=C(N1)CO